FC=1C=C(N)C=C(C1OC1=C2C(=NC=C1)N(C=C2C2=CC=C(C=C2)OC)COCC[Si](C)(C)C)F 3,5-difluoro-4-{[3-(4-methoxyphenyl)-1-{[2-(trimethylsilyl)ethoxy]methyl}-1H-pyrrolo[2,3-b]pyridin-4-yl]oxy}aniline